7-methyl-6-nitro-1H-indole CC=1C(=CC=C2C=CNC12)[N+](=O)[O-]